triethyl-monon-propoxysilane C(C)[Si](OCCC)(CC)CC